C1(CC1)C1=C(C=CC=C1)C=1C=CC2=C(B(OC23CN(CC3)C(=O)C3=NC=C(C=C3)F)O)C1 (6-(2-cyclopropylphenyl)-1-hydroxy-1H-spiro[benzo[c][1,2]oxaborole-3,3'-pyrrolidin]-1'-yl)(5-fluoropyridin-2-yl)methanone